N-(4-((2-(cyclopropanecarboxamido)pyridin-4-yl)oxy)-2,5-difluorophenyl)-2-oxo-1,2,3,4-Tetrahydroquinoline-3-carboxamide C1(CC1)C(=O)NC1=NC=CC(=C1)OC1=CC(=C(C=C1F)NC(=O)C1C(NC2=CC=CC=C2C1)=O)F